(2-chloro-7-(8-ethyl-7-fluoro-3-(methoxymethoxy)-naphthalen-1-yl)-8-fluoropyrido[4,3-d]pyrimidin-4-yl)-N,N-dimethyl-4,5,6,7,8,9-hexahydropyrazolo[1,5-a][1,4]diazocine-2-carboxamide ClC=1N=C(C2=C(N1)C(=C(N=C2)C2=CC(=CC1=CC=C(C(=C21)CC)F)OCOC)F)C=2C(=NN1C2CNCCCC1)C(=O)N(C)C